methyl 2-(4-(benzo[d]thiazol-2-ylmethyl)piperazin-1-yl)-4-isopropoxybenzoate S1C(=NC2=C1C=CC=C2)CN2CCN(CC2)C2=C(C(=O)OC)C=CC(=C2)OC(C)C